FC(C=1C(=C(C=CC1)[C@@H](C)NC=1C2=C(N=CN1)N(C(C(=C2)C2(CCS(CC2)(=O)=NC(C(F)(F)F)=O)F)=O)C)F)F N-[4-(4-{[(1R)-1-[3-(difluoromethyl)-2-fluorophenyl]-ethyl]amino}-8-methyl-7-oxo-7H,8H-pyrido[2,3-d]pyrimidin-6-yl)-4-fluoro-1-oxo-1λ6-thian-1-ylidene]-2,2,2-trifluoroacetamide